Di-Lithium Bis-Phenoxide [O-]C1=CC=CC=C1.[O-]C1=CC=CC=C1.[Li+].[Li+]